(6S)-6-(2-Chloro-3-{[6-(difluoromethoxy)pyridin-3-yl]-amino}phenyl)-3-[(4S*)-2,2-dimethyltetrahydropyran-4-yl]-2-imino-6-methylhexahydro-pyrimidin-4-one ClC1=C(C=CC=C1NC=1C=NC(=CC1)OC(F)F)[C@@]1(CC(N(C(N1)=N)[C@@H]1CC(OCC1)(C)C)=O)C |o1:25|